FC(C1=NN=C(S1)C1=NC=C2N1C=C(C=C2N2CCN(CC2)C(C(C)C)=O)S(=O)(=O)N(CC2=CC=C(C=C2)OC)C2(CC2)CF)F 3-(5-(difluoromethyl)-1,3,4-thiadiazol-2-yl)-N-(1-(fluoromethyl)cyclopropyl)-8-(4-isobutyrylpiperazin-1-yl)-N-(4-methoxybenzyl)imidazo[1,5-a]pyridine-6-sulphonamide